5-(N-propynyl-3-cyanoindol-5-yl)isoxazole-3-carboxylic acid C(#CC)N1C=C(C2=CC(=CC=C12)C1=CC(=NO1)C(=O)O)C#N